CC1=CC=C2C(=N1)C1(C(N2)=O)CCCCC1 5'-methylspiro[cyclohexane-1,3'-pyrrolo[3,2-b]pyridine]-2'(1'H)-one